ClC1=NC=C(C(=C1)NC(C)C)C#CC=1C=NC=CC1 2-chloro-N-isopropyl-5-(pyridin-3-ylethynyl)pyridin-4-amine